BrC1=CC=C2C=CC(=C(C2=C1)[N+](=O)[O-])O 7-bromo-1-nitro-naphthalen-2-ol